ClC1=C(C(=O)Cl)C=C(C=C1)Cl 2,5-dichloro-benzoyl chloride